5-chloro-N2-(4-((cis)-2,6-diethyl-1,2,3,6-tetrahydropyridin-4-yl)-2-isopropoxy-5-methylphenyl)-N4-(2-(isopropylsulfonyl)phenyl)pyrimidine-2,4-diamine ClC=1C(=NC(=NC1)NC1=C(C=C(C(=C1)C)C=1C[C@@H](N[C@@H](C1)CC)CC)OC(C)C)NC1=C(C=CC=C1)S(=O)(=O)C(C)C